4-bromo-3-fluoro-2-nitroaniline BrC1=C(C(=C(N)C=C1)[N+](=O)[O-])F